(2R)-4,4-Difluoro-2-(4-fluorophenyl)-N-{4-[3-methyl-7-(pyridin-2-yl)-5H-pyrrolo[2,3-b]pyrazin-6-yl]pyridin-2-yl}butanamid FC(C[C@@H](C(=O)NC1=NC=CC(=C1)C1=C(C=2C(=NC(=CN2)C)N1)C1=NC=CC=C1)C1=CC=C(C=C1)F)F